9,10-bis(1,1'-biphenyl-2-yl)-N-[4-(9H-carbazole-9-yl)phenyl]-N-phenylanthracen-2-amine C1(=C(C=CC=C1)C=1C2=CC=CC=C2C(=C2C=CC(=CC12)N(C1=CC=CC=C1)C1=CC=C(C=C1)N1C2=CC=CC=C2C=2C=CC=CC12)C1=C(C=CC=C1)C1=CC=CC=C1)C1=CC=CC=C1